Cl.CC1(OC[C@H](N1C(=O)OC(C)(C)C)C1=CC=C(C=C1)N1N=CN=C1)C tert-butyl (4R)-2,2-dimethyl-4-[4-(1H-1,2,4-triazol-1-yl)phenyl]-1,3-oxazolidine-3-carboxylate Hydrogen chloride